1-(4-bromo-2,6-dimethylbenzyl)-3-methylurea BrC1=CC(=C(CNC(=O)NC)C(=C1)C)C